C(C1=CC=CC=C1)N(C1=NC=C(C=C1[N+](=O)[O-])N)CC1=CC=CC=C1 N2,N2-Dibenzyl-3-nitropyridine-2,5-diamine